N,N-dimethyl-2-(6-nitro-1H-indol-1-yl)ethan-1-amine fumarate salt C(\C=C\C(=O)O)(=O)O.CN(CCN1C=CC2=CC=C(C=C12)[N+](=O)[O-])C